OCCOC(C)O 2-(hydroxyethoxy)ethan-2-ol